(S)-4-(2-(4-(2-acetyl-5-chlorophenyl)-5-methoxy-2-oxopyridin-1(2H)-yl)-3-(1-methyl-1H-pyrazol-3-yl)propionylamino)benzoic acid C(C)(=O)C1=C(C=C(C=C1)Cl)C1=CC(N(C=C1OC)[C@H](C(=O)NC1=CC=C(C(=O)O)C=C1)CC1=NN(C=C1)C)=O